(S)-4-(3-oxo-hexahydroimidazo[1,5-a]pyrazin-2(3H)-yl)bicyclo[2.2.1]heptane-1-carboxylic acid O=C1N(C[C@H]2N1CCNC2)C21CCC(CC2)(C1)C(=O)O